N-[5-[4-[[(2R)-1-ethylazetidin-2-yl]methoxy]-2-methyl-pyrazol-3-yl]pyrazolo[1,5-a]pyridin-2-yl]imidazo[1,2-b]pyridazin-6-amine C(C)N1[C@H](CC1)COC1=C(N(N=C1)C)C1=CC=2N(C=C1)N=C(C2)NC=2C=CC=1N(N2)C=CN1